C(CC)OC(C=C[SiH2]CC=C)=O 3-(allylsilyl)acrylic acid propyl ester